4,7-dioxo-4-thia-1-azabicyclo[3.2.0]heptane O=S1CCN2C(CC12)=O